5-{2-amino-[1,2,4]triazolo[1,5-a]pyridin-7-yl}-2-methoxy-6-methyl-N-{[3-(trifluoromethyl)phenyl]methyl}pyridine-3-carboxamide NC1=NN2C(C=C(C=C2)C=2C=C(C(=NC2C)OC)C(=O)NCC2=CC(=CC=C2)C(F)(F)F)=N1